1-(triisopropylsilyl)-1H-pyrrole-3-boronic acid C(C)(C)[Si](N1C=C(C=C1)B(O)O)(C(C)C)C(C)C